C(C)(C)C1=C(NC2=CC=C(C=C12)OCC1CCN(CC1)CCS(=O)(=O)C)C=1C=C(C=2N(C1)N=CN2)C 6-(3-Isopropyl-5-((1-(2-(methylsulfonyl)ethyl)piperidin-4-yl)methoxy)-1H-indol-2-yl)-8-methyl-[1,2,4]triazolo[1,5-a]pyridin